[Br-].C(CCCCCCCC)C1=C(C=CC=C1)P(C1=CC=CC=C1)C1=CC=CC=C1 nonyltriphenylphosphine bromide